(E)-1-(3-bromo-2-hydroxyphenyl)-3-(4-chloro-2-fluorophenyl)prop-2-en-1-one BrC=1C(=C(C=CC1)C(\C=C\C1=C(C=C(C=C1)Cl)F)=O)O